[C@@H]12CNC[C@H]([C@H]2C1)OC=1C=C2COC(C2=CC1)=O |r| rac-5-(((1R,5S,6S)-3-azabicyclo[4.1.0]heptan-5-yl)oxy)isobenzofuran-1(3H)-one